5-((4-phenoxybutyryl)glycyl)-5-azaspiro[2.4]Heptane-6-carboxamide O(C1=CC=CC=C1)CCCC(=O)NCC(=O)N1CC2(CC2)CC1C(=O)N